3-(4-(dihexylamino)-3-fluorophenyl)-2,6-dimethylpyrimidine C(CCCCC)N(C1=C(C=C(C=C1)N1C(N=C(C=C1)C)C)F)CCCCCC